(1S,2R,4S)-2-(hydroxymethyl)-2-(methoxymethyl)-4-(pyridin-3-yl)quinuclidin-3-one OC[C@@]1(N2CCC(C1=O)(CC2)C=2C=NC=CC2)COC